(3-((6-chloroquinolin-4-yl)oxy)-5-methoxyphenyl)acetamide ClC=1C=C2C(=CC=NC2=CC1)OC=1C=C(C=C(C1)OC)CC(=O)N